F[C@@H]1CN(CCC1)C1=NC(=NC2=NC(=C(N=C12)C)C)N1C[C@@H](OCC1)C=1C=NN(C1)C 4-((3S)-3-fluoro-1-piperidinyl)-6,7-dimethyl-2-((2S)-2-(1-methyl-1H-pyrazol-4-yl)-4-morpholinyl)pteridine